C(C)N(C1(CC=CC=C1)C1(OC(=O)C2=CC=CC=C12)C1=C(N(C2=CC=CC=C12)CC)C)CC 3-(1-diethylaminophenyl)-3-(1-ethyl-2-methylindol-3-yl)phthalide